CC1=C(SC=C1)C1=CC=CC2=C1C(=NO2)N2C(N1[C@H](C2)C[C@@H](C1)NS(=O)(=O)CC)=O N-{(6S,7aS)-2-[4-(3-methylthiophen-2-yl)-1,2-benzoxazol-3-yl]-3-oxohexahydro-1H-pyrrolo[1,2-c]imidazol-6-yl}ethanesulfonamide